O[C@@H]1CN(CC1)C1=C(C=C(C=C1)S(=O)(=O)N(C(=O)C1CCC1)C)C=1NC2=CC=CC=C2C1 (S)-N-((4-(3-hydroxypyrrolidin-1-yl)-3-(1H-indol-2-yl)phenyl)sulfonyl)-N-methylcyclobutanecarboxamide